(cis-1-(1-methoxyethyl)-3-methyl-6-azabicyclo[3.1.1]heptan-6-yl)(pyridine-2-yl)methanone COC(C)C12CC(CC(N1C(=O)C1=NC=CC=C1)C2)C